BrC=1C=NN(C1)C1(CNC1)CNC1=CC(=NC2=CC=C(C=C12)Cl)C(F)(F)F N-((3-(4-bromo-1H-pyrazol-1-yl)azetidin-3-yl)methyl)-6-chloro-2-(trifluoromethyl)quinolin-4-amine